N-(5-(3,5-difluorobenzyl)-1H-indazol-3-yl)-4-(4-((3-(2,4-dioxotetrahydropyrimidin-1(2H)-yl)benzyl)(methyl)amino)piperidin-1-yl)-2-((tetrahydro-2H-pyran-4-yl)amino)benzamide FC=1C=C(CC=2C=C3C(=NNC3=CC2)NC(C2=C(C=C(C=C2)N2CCC(CC2)N(C)CC2=CC(=CC=C2)N2C(NC(CC2)=O)=O)NC2CCOCC2)=O)C=C(C1)F